Cl.N[C@H]1CN(CCC1)S(=O)(=O)N1CCC2(CN(C2)C[C@H]2CN(CC2)C2=NC=NC=C2OC2=C(C(=O)N(C(C)C)C(C)C)C=C(C=C2)F)CC1 2-((4-((S)-3-((7-(((R)-3-aminopiperidin-1-yl)sulfonyl)-2,7-diazaspiro[3.5]nonan-2-yl)methyl)pyrrolidin-1-yl)pyrimidin-5-yl)oxy)-5-fluoro-N,N-diisopropylbenzamide hydrochloride